C(C(=C)C)(=O)OCCC[N+](CC)(CC)CC1=CC=CC=C1 [3-(methacryloyloxy)propyl]benzyldiethylammonium